ClC1=CC(=NC=N1)NCC=1N=C2N(C=C(C=C2N2C(CCC2)C(F)(F)F)C2CC2)C1 6-chloro-N-((6-cyclopropyl-8-(2-(trifluoromethyl)pyrrolidin-1-yl)imidazo[1,2-a]pyridin-2-yl)methyl)pyrimidin-4-amine